1,3-dimethoxy-1,3-dichloropropane COC(CC(Cl)OC)Cl